OCCOC(=O)COC=1C2=CC=CC=C2C(=C2C=CC=CC12)OCC(=O)OCCO 9,10-bis(2-hydroxyethoxycarbonyl-methyleneoxy)anthracene